(S)-2-(5-cyano-2-(1-((R)-1-(2,6-dichloro-3-cyclopropylphenyl)ethyl)-1H-[1,2,3]triazolo[4,5-c]pyridin-6-yl)phenyl)propanoic acid C(#N)C=1C=CC(=C(C1)[C@@H](C(=O)O)C)C1=CC2=C(C=N1)N=NN2[C@H](C)C2=C(C(=CC=C2Cl)C2CC2)Cl